FC=1C=CC2=C(NC(=N2)N2C=C(C3=CC(=CC=C23)F)O)C1C(=O)O (S)-6-fluoro-2-(5-fluoro-3-hydroxyindol-1-yl)-1H-benzo[d]imidazole-7-carboxylic acid